The molecule is a dicarboxylic acid dianion obtained by deprotonation of both carboxy groups of 3-methyladipic acid. It has a role as a human urinary metabolite. It is a dicarboxylic acid dianion and a 3-methyladipate. It is a conjugate base of a 3-methyladipic acid. CC(CCC(=O)[O-])CC(=O)[O-]